FC1=C(C=C(C(=C1)C(C)(C)O)O)CC(=O)NC1=CC(=NC=C1)C(=O)NC1(CC1)C(F)(F)F 4-[[2-[2-Fluoro-5-hydroxy-4-(1-hydroxy-1-methyl-ethyl)phenyl]acetyl]amino]-N-[1-(trifluoromethyl)cyclopropyl]pyridine-2-carboxamide